O=C1N(CC2=CC(=CC=C12)N1CCC(CC1)=O)C1C(NC(CC1)=O)=O 3-(1-oxo-5-(4-oxopiperidin-1-yl)isoindolin-2-yl)piperidine-2,6-dione